O=C(CNC(CCl)=O)C=1C=C(C=CC1)C1=CC=CC=C1 N-(2-oxo-2-biphenyl-3-ylethyl)chloroacetamide